3-chloro-4-[(3,5-difluoropyridin-2-yl)methoxy]-1-{2-[2-(2-hydroxypropan-2-yl)pyrimidin-4-yl]-5-methyl-1,3-thiazol-4-yl}-6-methylpyridin-2-one ClC=1C(N(C(=CC1OCC1=NC=C(C=C1F)F)C)C=1N=C(SC1C)C1=NC(=NC=C1)C(C)(C)O)=O